C[Ti](N(C)C)(C)(C)C tetramethyl-(dimethylamino)titanium